C1(=CC=C(C=C1)NC(C)=O)C N-(4-tolyl)acetamide